ClC=1C(=NC(=NC1)NC1CCOCC1)C1=CC=C2CN(C(C2=C1)=O)CC(=O)N[C@@H]1CCC2=CC=CC=C12 2-(6-{5-chloro-2-[(oxan-4-yl)amino]pyrimidin-4-yl}-1-oxo-2,3-dihydro-1H-isoindol-2-yl)-N-[(1R)-2,3-dihydro-1H-inden-1-yl]acetamide